CN(C(CN(CC[C@@H](C(=O)O)NC1=NC(=NC=C1)C1=CC=CC=C1)CCCCC1=NC=2NCCCC2C=C1)=O)C (S)-4-((2-(dimethylamino)-2-oxoethyl)(4-(5,6,7,8-tetrahydro-1,8-naphthyridin-2-yl)butyl)amino)-2-((2-phenylpyrimidin-4-yl)amino)butanoic acid